2-(4-(ethylsulfonyl)phenyl)-N-(6-(2-methyl-2-(pyridin-2-yl)propionyl)pyridin-3-yl)acetamide C(C)S(=O)(=O)C1=CC=C(C=C1)CC(=O)NC=1C=NC(=CC1)C(C(C)(C1=NC=CC=C1)C)=O